tert-Butyl 4,4-difluoro-2-(1H-imidazol-4-yl)-2-methylpyrrolidine-1-carboxylate FC1(CC(N(C1)C(=O)OC(C)(C)C)(C)C=1N=CNC1)F